ClC1=NC2=C(C=3N1C(=CN3)C(=O)OCC)C=NC=C2 ethyl 5-chloroimidazo[1,2-c]pyrido[3,4-e]pyrimidine-3-carboxylate